FC1=CC=CC(=N1)OC1=CC(=NC=C1)C(=O)N[C@@H]1C(N(C2=C(OC1)C=CC(=C2)C#CC(C)(C)O)C)=O (S)-4-((6-fluoropyridin-2-yl)oxy)-N-(7-(3-hydroxy-3-methylbut-1-yn-1-yl)-5-methyl-4-oxo-2,3,4,5-tetrahydrobenzo[b][1,4]oxazepin-3-yl)picolinamide